8-[(1R)-1-Aminoethyl]-2-(4-fluoro-3-pyridyl)-3,6-dimethyl-chromen-4-one N[C@H](C)C=1C=C(C=C2C(C(=C(OC12)C=1C=NC=CC1F)C)=O)C